C(C1=CC=CC=C1)OC1=C(C=O)C(=CC=C1OC)Br 2-(benzyloxy)-6-bromo-3-methoxybenzaldehyde